CC=1C=C2C(=C3CCCCC3=C(C2=CC1)OC(C(=C)C)=O)OC(C)=O 6-methyl-9-methacryloyloxy-10-acetoxy-1,2,3,4-tetrahydroanthracene